2-phenyl-1,2-butylenediamine C1(=CC=CC=C1)C(CN)(CC)N